3-(4-chlorophenyl)-2,2-difluoro-3-hydroxybutyramide ClC1=CC=C(C=C1)C(C(C(=O)N)(F)F)(C)O